COC(C1=C(N=C(C=C1)OCCC(F)(F)F)N)=O 2-amino-6-(3,3,3-trifluoropropoxy)nicotinic acid methyl ester